Cl.NC1C(CC1)(O)C 3-cis-amino-1-methylcyclobutanol HCl salt